BrC1=CC=C(C=C[C@@H]2C[C@@H](CCC2)CCC2=CC=C(C#N)C=C2)C=C1 4-(2-((1s,3s)-3-(4-bromostyryl)cyclohexyl)ethyl)benzonitrile